C1=CC=CC=2C3=CC=CC=C3C(C12)COC(=O)N[C@H](C(=O)NCOCC(=O)O)CC1=CC=CC=C1 2-{[(2S)-2-({[(9H-fluoren-9-yl)methoxy]carbonyl}amino)-3-phenylpropanamido]methoxy}acetic acid